P(=O)(OCCOC(C=C)=O)(OCCOC(C=C)=O)OCCOC(C=C)=O tri(acryloyloxyethyl) phosphate